6-chloro-8-fluoro-7-(2-fluoro-6-methoxyphenyl)quinazoline-2,4(1h,3h)-dione ClC=1C=C2C(NC(NC2=C(C1C1=C(C=CC=C1OC)F)F)=O)=O